C(C1CO1)OCCC[Si](OC1=CC=CC=C1)(OC1=CC=CC=C1)OC1=CC=CC=C1 γ-glycidoxypropyltriphenyloxysilane